1-phenyl-2-(1H-1,2,4-triazol-1-yl)ethan-1-one C1(=CC=CC=C1)C(CN1N=CN=C1)=O